2-(3-benzylsulfanyl-4-methoxy-phenyl)-2-methyl-tetrahydrofuran C(C1=CC=CC=C1)SC=1C=C(C=CC1OC)C1(OCCC1)C